2-(aminomethyl)naphthalene NCC1=CC2=CC=CC=C2C=C1